N4-[2-(6-methyl-2-pyridyl)pyrimidin-4-yl]-N2-[4-[4-[(2-pyridylmethylamino)methyl]-1-piperidyl]phenyl]pyrimidine-2,4-diamine CC1=CC=CC(=N1)C1=NC=CC(=N1)NC1=NC(=NC=C1)NC1=CC=C(C=C1)N1CCC(CC1)CNCC1=NC=CC=C1